C(C1=C(C(=CC(=C1)C)C1CCCCC1)O)C1=C(C(=CC(=C1)C)C1CCCCC1)O 2,2'-methylenebis[6-cyclohexyl-4-methylphenol]